2-[(E)-2-(aminomethyl)-3-fluoro-allyl]-4-[6-[2-(3,4-dihydro-2H-1,4-benzoxazin-6-yl)ethynyl]-2-pyridyl]-1,2,4-triazol-3-one NC/C(/CN1N=CN(C1=O)C1=NC(=CC=C1)C#CC=1C=CC2=C(NCCO2)C1)=C\F